1-(morpholin-4-yl)dodecan-1-one N1(CCOCC1)C(CCCCCCCCCCC)=O